FC=1C(=NC(=NC1)N1CCN(CC1)C(=O)N1N=CC[C@H]1C=1SC(=CN1)C)N1N=C(N=C1C)C#N (S)-1-(5-fluoro-2-(4-(5-(5-methylthiazol-2-yl)-4,5-dihydro-1H-pyrazol-1-carbonyl)piperazin-1-yl)pyrimidin-4-yl)-5-methyl-1H-1,2,4-triazole-3-carbonitrile